4-butyl succinate C(CCC(=O)[O-])(=O)OCCCC